CC=1C(=NNC1)C1=CC=C(C=C1)C1=CC=C(C=C1)C=1N=NNC1C(=O)O 4-(4'-(4-methyl-1H-pyrazol-3-yl)-[1,1'-biphenyl]-4-yl)-1H-1,2,3-triazole-5-carboxylic acid